[Cl-].[Cl-].C1(=CC=C(C=C1)C(=[Zr+2](C1=C(C(=CC=2C3=CC(=C(C=C3CC12)C)C(C)(C)C)C(C)(C)C)C)C1C=CC=C1)C1=CC=C(C=C1)C)C di(p-tolyl)methylene(cyclopentadienyl)(2,7-dimethyl-3,6-di-t-butylfluorenyl)zirconium dichloride